[3-[4-[3-(2,2-Dimethylpropyl)triazol-4-yl]phenyl]azetidin-1-yl]-[(3S)-3-(tetrazol-1-yl)pyrrolidin-1-yl]methanone CC(CN1N=NC=C1C1=CC=C(C=C1)C1CN(C1)C(=O)N1C[C@H](CC1)N1N=NN=C1)(C)C